2-[(3-ethynyl-6-quinolinyl)oxy]-N-[1-(hydroxymethyl)-1-methyl-2-propyn-1-yl]-2-(methylthio)acetamide yttrium [Y].C(#C)C=1C=NC2=CC=C(C=C2C1)OC(C(=O)NC(C#C)(C)CO)SC